CC1=CC=C(C=C1)N=C=O p-toluene isocyanate